tert-butyl N-{5-[(1S)-1-methoxyethyl]-1-phenyl-1H-pyrazol-4-yl}carbamate CO[C@@H](C)C1=C(C=NN1C1=CC=CC=C1)NC(OC(C)(C)C)=O